tert-butyl (4R)-4-(2-{[tert-butyl(dimethyl)silyl]oxy}ethyl)-2-oxo-1,2λ4,3-oxathiazolidine-3-carboxylate [Si](C)(C)(C(C)(C)C)OCC[C@H]1N(S(OC1)=O)C(=O)OC(C)(C)C